N-(4-(4-((2-hydroxy-2-methylpropyl)carbamoyl)bicyclo[2.2.2]octan-1-yl)phenyl)-4,6-dihydro-5H-pyrrolo[3,4-d]thiazole-5-carboxamide OC(CNC(=O)C12CCC(CC1)(CC2)C2=CC=C(C=C2)NC(=O)N2CC=1N=CSC1C2)(C)C